rac-(3r,4r)-4-((8-(8,8-difluoro-2,6-diazaspiro[3.4]oct-6-yl)-6-(difluoromethyl)quinazolin-2-yl)amino)-1-(methylsulfonyl)piperidin-3-ol FC1(CN(CC12CNC2)C=2C=C(C=C1C=NC(=NC21)N[C@H]2[C@@H](CN(CC2)S(=O)(=O)C)O)C(F)F)F |r|